((2R,3R,4R,5S)-3,4,5-tris(benzyloxy)-1-((1-(4-(trifluoromethyl)phenyl)piperidin-4-yl)methyl)piperidin-2-yl)methanol C(C1=CC=CC=C1)O[C@@H]1[C@H](N(C[C@@H]([C@H]1OCC1=CC=CC=C1)OCC1=CC=CC=C1)CC1CCN(CC1)C1=CC=C(C=C1)C(F)(F)F)CO